C(C)OC(C1=C(C(=CC(=C1)[N+](=O)[O-])C)C=1C=NN(C1)C1CCC1)=O 2-(1-cyclobutyl-1H-pyrazol-4-yl)-3-methyl-5-nitrobenzoic acid ethyl ester